C(CC=C)N1C(=NC=C1)C(=O)O 1-(but-3-en-1-yl)-1H-imidazole-2-carboxylic acid